N1(CC=CC=C1C=1C(=NC(=CC1)C1C(C1)(F)F)C(=O)N)C1=NC=CC=C1 (1,2-bipyridin-6-yl)-6-(2,2-difluorocyclopropyl)pyridinecarboxamide